7-(cyclopropylmethoxy)-2-methanesulfonyl-5-[2-(triisopropylsilyl)ethynyl]pyrido[2,3-d]pyrimidine C1(CC1)COC=1C=C(C2=C(N=C(N=C2)S(=O)(=O)C)N1)C#C[Si](C(C)C)(C(C)C)C(C)C